NC1=NC=CC=C1C1=NC=2C(=NC(=CC2)C2=CC=CC=C2)N1C1=CC=C(CN2CC3(CN(C3)C=3C(C(C3OCC)=O)=O)C2)C=C1 3-(6-(4-(2-(2-aminopyridin-3-yl)-5-phenyl-3H-imidazo[4,5-b]pyridin-3-yl)benzyl)-2,6-diazaspiro[3.3]heptan-2-yl)-4-ethoxycyclobut-3-ene-1,2-dione